vinyl furandicarboxylate O1C(=C(C=C1)C(=O)[O-])C(=O)OC=C